BrC=1C=C(C(=NC1)Cl)OC(C)C 5-bromo-2-chloro-3-(propan-2-yloxy)pyridine